ClC1NC(C(NC1)C1=CC=CC=C1)C1=CC=CC=C1 5-chloro-2,3-diphenyl-piperazine